OC1=CC=C2C[C@@H](NCC2=C1)C(=O)N[C@@H](C(C)C)CN1CC(CCC1)C (3R)-7-hydroxy-N-{(1S)-2-methyl-1-[(3-methylpiperidin-1-yl)methyl]Propyl}-1,2,3,4-tetrahydroisoquinoline-3-carboxamide